O1C2=C(OCC1)C=C(C=C2)C(=O)O 2,3-dihydrobenzo[b][1,4]dioxin-6-carboxylic acid